C(C)OC(C=CC(C(O)C1=CC=C(C=C1)C)C)OCC 5,5-diethoxy-2-methyl-1-(p-tolyl)pent-3-en-1-ol